(3R,7S)-7-(((tert-butyldiphenylsilyl)oxy)methyl)-2-(3,4-dichlorobenzoyl)-9-(4-(difluoromethoxy)benzyl)-3-methyl-1,2,3,4,8,9-hexahydropyrido[4',3':3,4]pyrazolo[1,5-a]pyrazin-10(7H)-one [Si](C1=CC=CC=C1)(C1=CC=CC=C1)(C(C)(C)C)OC[C@@H]1CN(C(C=2N1N=C1C2CN([C@@H](C1)C)C(C1=CC(=C(C=C1)Cl)Cl)=O)=O)CC1=CC=C(C=C1)OC(F)F